2-[(2's,4r)-2'-fluoro-6-iodo-1-oxo-spiro[3H-isoquinoline-4,1'-cyclopropane]-2-yl]Acetic acid F[C@@H]1[C@@]2(C1)CN(C(C1=CC=C(C=C12)I)=O)CC(=O)O